Methyl 7-(3-chloro-4-hydroxy-phenoxy)-1-methyl-indazole-5-carboxylate Methyl-7-(3-chloro-4-hydroxy-phenoxy)-1-methyl-indazole-5-carboxylate COC(=O)C=1C=C2C=NN(C2=C(C1)OC1=CC(=C(C=C1)O)Cl)C.ClC=1C=C(OC=2C=C(C=C3C=NN(C23)C)C(=O)OC)C=CC1O